tert-butyl 4-[(2S)-2-[(8-hydroxyquinazolin-4-yl)amino]propyl]piperazine-1-carboxylate OC=1C=CC=C2C(=NC=NC12)N[C@H](CN1CCN(CC1)C(=O)OC(C)(C)C)C